2-[3-cyclopropyl-5-(trifluoromethyl)pyrazol-1-yl]-1-[(2R,3R)-2-(2-chloro-5-fluoro-3-methyl-phenyl)-3-(4-methylpiperazin-1-yl)pyrrolidin-1-yl]ethanone C1(CC1)C1=NN(C(=C1)C(F)(F)F)CC(=O)N1[C@@H]([C@@H](CC1)N1CCN(CC1)C)C1=C(C(=CC(=C1)F)C)Cl